5-[4-(7,7-Difluoro-5-azaspiro[2.4]heptan-5-yl)pyrazolo[3,4-d]pyrimidin-2-yl]-1H-pyrimidine-2,4-dione FC1(CN(CC12CC2)C=2C=1C(N=CN2)=NN(C1)C=1C(NC(NC1)=O)=O)F